(3R)-3-(4-chlorophenyl)-2-[(6-chloropyridin-3-yl)methyl]-4-fluoro-6-[1-hydroxy-1-(1-methyl-1H-pyrazol-4-yl)propyl]-3-(2-hydroxyethoxy)-2,3-dihydro-1H-isoindol-1-one ClC1=CC=C(C=C1)[C@@]1(N(C(C2=CC(=CC(=C12)F)C(CC)(C=1C=NN(C1)C)O)=O)CC=1C=NC(=CC1)Cl)OCCO